C(C#C)OCCNC(OC(C)(C)C)=O tert-Butyl (2-(prop-2-yn-1-yloxy)ethyl)carbamate